FC1=C(C=CC=C1F)C1=CC(=C(N=N1)NC1C[C@@H]2[C@@H](CN(C2)CC2CCOCC2)C1)C(F)(F)F (3aR,5s,6aS)-N-(6-(2,3-difluorophenyl)-4-(trifluoro-methyl)pyridazin-3-yl)-2-((tetrahydro-2H-pyran-4-yl)methyl)octahydro-cyclopenta[c]pyrrol-5-amine